BrC=1C=C2C(CNCC2=CC1)OC 6-bromo-4-methoxy-1,2,3,4-tetrahydroisoquinoline